5-(1-(2,2-difluoroethyl)-1H-benzo[d][1,2,3]triazol-6-yl)-N-((1s,4s)-4-methoxycyclohexyl)-7H-pyrrolo[2,3-d]pyrimidin-2-amine FC(CN1N=NC2=C1C=C(C=C2)C2=CNC=1N=C(N=CC12)NC1CCC(CC1)OC)F